C(C1=CC=CC=C1)OC(CC(CC(=O)O)C)=O 5-(benzyloxy)-3-methyl-5-oxovaleric acid